FC1=C(C=CC=C1)C1N(CCCC1)C=1N=CC(=NC1)C(=O)N[C@H](C)\C=C\S(=O)(=O)C 5-(2-(2-fluorophenyl)piperidin-1-yl)-N-((R,E)-4-(methylsulfonyl)but-3-en-2-yl)pyrazine-2-carboxamide